(R)-6-(2-(3-chlorophenyl)-2-hydroxyacetyl)-2-(1-phenylcyclobutyl)-5,6,7,8-tetrahydropyrido[4,3-d]pyrimidin-4(3H)-one ClC=1C=C(C=CC1)[C@H](C(=O)N1CC2=C(N=C(NC2=O)C2(CCC2)C2=CC=CC=C2)CC1)O